4-[[4-[[(9Z,12Z)-octadeca-9,12-dienyl]amino]-1-[[(9Z,12Z)-octadeca-9,12-dienyl]carbamoyl]-4-oxo-butyl]amino]-4-oxo-butanoic acid C(CCCCCCC\C=C/C\C=C/CCCCC)NC(CCC(C(NCCCCCCCC\C=C/C\C=C/CCCCC)=O)NC(CCC(=O)O)=O)=O